N1C=CC2=CC(=CC=C12)C1=NC2=C(N1)C=CC(=C2)\N=C\C2=C(C(=C(C(=C2)Br)O)Br)O (E)-4-(((2-(1H-Indol-5-yl)-1H-benzo[d]imidazol-5-yl)imino)methyl)-2,6-dibromobenzene-1,3-diol